6-bromo-3-chloropicolinic acid BrC1=CC=C(C(=N1)C(=O)O)Cl